C(N1C(=NC2=C1C=CC=1C(C=C(OC12)C1CCN(CC1)C)=O)C(F)(F)F)([2H])([2H])[2H] 3-(methyl-d3)-8-(1-methylpiperidin-4-yl)-2-(trifluoromethyl)chromeno[7,8-d]imidazol-6(3H)-one